N-(4-(4-aminocyclohexyl)phenyl)isoindoline-2-carboxamide hydrochloride Cl.NC1CCC(CC1)C1=CC=C(C=C1)NC(=O)N1CC2=CC=CC=C2C1